CC=C(CCCCC)B1OC(C)(C)C(C)(C)O1 Octa-2-ene-3-boronic acid pinacol ester